CNCC(=O)NC1=CC(=CC=C1)N1C(N(C(C=2C1=C(C(N(C2NC2=C(C=C(C=C2)I)F)C)=O)C)=O)C2CC2)=O 2-(Methylamino)-N-(3-(3-cyclopropyl-5-((2-fluoro-4-iodophenyl)amino)-6,8-dimethyl-2,4,7-trioxo-3,4,6,7-tetrahydropyrido[4,3-d]pyrimidin-1(2H)-yl)phenyl)acetamide